FC(C1=CC=C(C=C1)C#CC(C)O)(F)F 4-(4-trifluoromethyl-phenyl)-3-butyn-2-ol